NC1=NC(=NN1)SC 5-amino-3-methylsulfanyl-1,2,4-triazole